2-(phenylselenyl)ethyl ether C1(=CC=CC=C1)[Se]CCOCC[Se]C1=CC=CC=C1